α,α,6-trifluoro-2-pyridinepropanoic acid FC(C(=O)O)(CC1=NC(=CC=C1)F)F